1-(2-chlorophenoxy)-3-(piperazin-1-yl)propanol ClC1=C(OC(CCN2CCNCC2)O)C=CC=C1